N-((5-chloro-6-(1,3-dihydro-2H-pyrrolo[3,4-c]pyridin-2-yl)-1H-indol-2-yl)methyl)acetamide ClC=1C=C2C=C(NC2=CC1N1CC=2C=NC=CC2C1)CNC(C)=O